C(\C=C\C1=CC(OC)=C(O)C=C1)(=O)C(CCCCC)O feruloyl-hexanol